FC=1C=C(C=C(C1NCC1=CC=C(C=C1)OC)F)C(=O)C1=CC=C2C(=CC=CN12)C1=CC2=C(N(C=N2)C)C=C1C(F)(F)F (3,5-difluoro-4-((4-methoxybenzyl)amino)phenyl)(8-(1-methyl-6-(trifluoromethyl)-1H-benzo[d]imidazol-5-yl)indolizin-3-yl)methanone